C(C)(=O)OCC1(CCC(CC1)N1C(N(C(C(C1=O)=C(N)N)=O)CCCC)=O)CN1C(N(C(C1(C)C)=O)CO)=O (4-(3-Butyl-5-(diaminomethylene)-2,4,6-trioxotetrahydropyrimidin-1(2H)-yl)-1-((3-(hydroxymethyl)-5,5-dimethyl-2,4-dioxoimidazolidin-1-yl)methyl)cyclohexyl)methyl acetate